tert-butyl (3R,4S)-4-((4-(3-(2,6-bis(benzyloxy)pyridin-3-yl)-1-methyl-1H-indazol-6-yl)-3,6-dihydropyridin-1(2H)-yl)methyl)-3-methylpiperidine-1-carboxylate C(C1=CC=CC=C1)OC1=NC(=CC=C1C1=NN(C2=CC(=CC=C12)C=1CCN(CC1)C[C@@H]1[C@H](CN(CC1)C(=O)OC(C)(C)C)C)C)OCC1=CC=CC=C1